C(C)(C)OC(=O)[C@@H]1C[C@H](CCC1)OC=1C(=NC(=NC1)C=1C=NN(C1C(=O)OC(C)(C)C)C)C Tert-butyl 4-(5-(((1S,3S)-3-(isopropoxycarbonyl)cyclohexyl)oxy)-4-methylpyrimidin-2-yl)-1-methyl-1H-pyrazole-5-carboxylate